ClC=1C=CC(=C(C(=O)N[C@@H](CCC(C)(F)F)C(C(=O)NC)=O)C1)NC(=O)C1(CC1)C(F)(F)F 5-chloro-N-[(1S)-4,4-difluoro-1-[2-(methylamino)-2-oxo-acetyl]pentyl]-2-[[1-(trifluoromethyl)cyclopropanecarbonyl]amino]benzamide